C(C)OC([C@@H](N)CC(N)=O)=O Asparagine ethyl ester